3-[(4-bromophenyl)sulfanyl]-N-hydroxypyridazine-4-carboximidamide BrC1=CC=C(C=C1)SC=1N=NC=CC1C(NO)=N